(3-(4-(1-aminoethyl)-4-methylpiperidin-1-yl)-6-((7-chloro-1H-indazol-6-yl)thio)-5-methylpyrazin-2-yl)methanol NC(C)C1(CCN(CC1)C=1C(=NC(=C(N1)C)SC1=CC=C2C=NNC2=C1Cl)CO)C